BrC1CC(C2=C1C=C(C=1C=C(N=CC21)Cl)S(=O)(=O)NCC(C)(C)F)Br 7,9-dibromo-3-chloro-N-(2-fluoro-2-methyl-propyl)-8,9-dihydro-7H-cyclopenta[h]isoquinoline-5-sulfonamide